N-methyl-3,5-bis(2-(methylsulfonyl)pyrimidin-5-yl)benzamide CNC(C1=CC(=CC(=C1)C=1C=NC(=NC1)S(=O)(=O)C)C=1C=NC(=NC1)S(=O)(=O)C)=O